4-(2-oxa-6-azaspiro[3.3]heptane-6-yl)pyrimidine C1OCC12CN(C2)C2=NC=NC=C2